C(C1=CC=CC=C1)N(CC[C@@H](C(=O)O)NC(=O)OC(C)(C)C)CC1=C(C=CC=C1)NC(C1=CC(=CC=C1)OC)=O (S)-4-(benzyl-(2-(3-methoxybenzamido)benzyl)amino)-2-((t-butoxycarbonyl)amino)butanoic acid